FC=1C=C2CCC=3N(C2=CC1)N=C(C3)C3CCNCC3 7-fluoro-2-(piperidin-4-yl)-4,5-dihydropyrazolo[1,5-a]quinoline